2-(4-(4-methylthiazol-5-yl)benzyl)pyrrolidine-2-carboxamide hydrochloride Cl.CC=1N=CSC1C1=CC=C(CC2(NCCC2)C(=O)N)C=C1